N-(quinolin-8-yl)-6-(trifluoromethyl)pyridine-2-sulfonamide N1=CC=CC2=CC=CC(=C12)NS(=O)(=O)C1=NC(=CC=C1)C(F)(F)F